N1CC(C1)C1=CC(=C(C=C1)N1C(=NC=2C1=NC(=CC2)C2=CC=CC=C2)C=2C(=NC=CC2)N)C 3-[3-[4-(azetidin-3-yl)-2-methyl-phenyl]-5-phenyl-imidazo[4,5-b]pyridin-2-yl]pyridin-2-amine